methyl cis-2-(((trans-4-hydroxy-4-phenylcyclohexyl)oxy)methyl)-3-((methylsulfonyl)amino)piperidine-1-carboxylate OC1(CCC(CC1)OC[C@@H]1N(CCC[C@@H]1NS(=O)(=O)C)C(=O)OC)C1=CC=CC=C1